N[C@@]1([C@H](COC2=C(C(=CC=C12)Br)F)F)CO ((3R,4R)-4-amino-7-bromo-3,8-difluorochroman-4-yl)methanol